5-(3-(5,6-dichloro-1H-benzoimidazol-2-yl)propyl)-N-hydroxyisoxazole-3-carboxamide ClC1=CC2=C(NC(=N2)CCCC2=CC(=NO2)C(=O)NO)C=C1Cl